CN1C=C(C=2C(N(C=C(C21)C)C)=O)C(=O)N[C@@H]2[C@H](CCCC2)C2=CC=CC=C2 |r| 1,5,7-trimethyl-4-oxo-N-[rac-(1S,2R)-2-phenylcyclohexyl]-4,5-dihydro-1H-pyrrolo[3,2-c]pyridine-3-carboxamide